C(#N)C=1C=C(C=CC1)C=1C=C(C(=NC1)NC(=O)C1(CN(CCC1)C(=O)OC(C)(C)C)F)[N+](=O)[O-] tert-butyl 3-((5-(3-cyanophenyl)-3-nitropyridin-2-yl) carbamoyl)-3-fluoropiperidine-1-carboxylate